CC=1N=C(SC1C(=O)OC(C)(C)C)NC(=O)C1CC(C1)NC1=NC=NC2=CC=C(C=C12)C1=NOC(=N1)C tert-butyl 4-methyl-2-((1s,3s)-3-((6-(5-methyl-1,2,4-oxadiazol-3-yl)quinazolin-4-yl)amino)cyclobutane-1-carboxamido)thiazole-5-carboxylate